3-fluoro-6-(trifluoromethyl)phenol FC=1C=C(C(=CC1)C(F)(F)F)O